N-(3-(5-(2,6-dimethylpyridin-3-yl)-1H-pyrrolo[2,3-b]pyridine-3-carbonyl)-2,6-difluorophenyl)propane-1-sulfonamide CC1=NC(=CC=C1C=1C=C2C(=NC1)NC=C2C(=O)C=2C(=C(C(=CC2)F)NS(=O)(=O)CCC)F)C